phenylphosphinoferrocene palladium dichloride [Pd](Cl)Cl.C1(=CC=CC=C1)P[C-]1C=CC=C1.[CH-]1C=CC=C1.[Fe+2]